di-tert-butyl-2-{5-(2-aminopyrimidin-4-yl)-4-[3-(2,5-difluorobenzenesulfonylamino)-2-fluorophenyl]-thiazol-2-yl}-piperazine-1,4-dicarboxylic acid C(C)(C)(C)C1C(N(CCN1C(=O)O)C(=O)O)(C=1SC(=C(N1)C1=C(C(=CC=C1)NS(=O)(=O)C1=C(C=CC(=C1)F)F)F)C1=NC(=NC=C1)N)C(C)(C)C